C1(CC1)CN(C1=CC(N(C=2C=CC(=NC12)C#N)C)=O)C=1C=C(C(=CC1)C1CC1)C1=CC=C(C=C1)C1CC1 8-((cyclopropylmethyl)(4',6-dicyclopropyl-[1,1'-biphenyl]-3-yl)amino)-5-methyl-6-oxo-5,6-dihydro-1,5-naphthyridine-2-carbonitrile